2-(4-Cyclopropyl-2,6-dimethylphenyl)-6-(1-methyl-1H-pyrazol-3-yl)-2,5-dihydro-4H-pyrazolo[3,4-d]pyrimidin-4-one monohydrate O.C1(CC1)C1=CC(=C(C(=C1)C)N1N=C2N=C(NC(C2=C1)=O)C1=NN(C=C1)C)C